N1N=C(C=C1)C1=CC=C(C=N1)OC1=NC=C(C=C1F)Cl 2-((6-(1H-pyrazol-3-yl)pyridin-3-yl)oxy)-5-chloro-3-fluoropyridine